1-[3-(4-Chloro-2-isopropyl-2H-pyrazol-3-yl)-4-methoxyphenyl]-3-(3,4-difluorophenyl)-urea ClC1=C(N(N=C1)C(C)C)C=1C=C(C=CC1OC)NC(=O)NC1=CC(=C(C=C1)F)F